COC1=C(C(=O)O)C(=CC(=N1)C(F)(F)F)C 2-methoxy-4-methyl-6-(trifluoromethyl)nicotinic acid